ClC1=CC=C(C=C1)S(=O)(=O)NC([C@H](CC1=CC=CC=C1)NC(CN1C(SC(C1=O)=CC1=CC=C(C=C1)C1=CC=C(C=C1)Cl)=O)=O)=O (S)-N-(4-chlorobenzenesulfonyl)-2-(2-(5-((4'-chloro-[1,1'-biphenyl]-4-yl)methylene)-thiazolidine-2,4-dione-3-yl)acetamido)-3-phenylpropanamide